(E)-2-(3,7-dimethylocta-2,6-dien-1-yl)-1,3-diethoxy-5-pentylbenzene C\C(=C/CC1=C(C=C(C=C1OCC)CCCCC)OCC)\CCC=C(C)C